2-((2-methylpyrimidin-5-yl)oxy)ethan-1-amine CC1=NC=C(C=N1)OCCN